The molecule is a pentahydroxyflavone that consists of luteolin substituted by an additional hydroxy group at position 8. It has a role as an antioxidant and a plant metabolite. It derives from a luteolin. C1=CC(=C(C=C1C2=CC(=O)C3=C(O2)C(=C(C=C3O)O)O)O)O